C(CCCCCCCCCCC)(=O)N(C)CC(=O)OC(C)C isopropyl N-lauroylsarcosinate